FC1=CC=C(C=C1)N1C(=C(C2=C1C=C1C=NNC1=C2)C2=CC=C(C=C2)S(=O)(=O)O)C2CCOCC2 4-[5-(4-Fluorophenyl)-6-tetrahydropyran-4-yl-1H-pyrrolo[2,3-f]indazol-7-yl]benzenesulfonic acid